3-fluoro-4-methoxy-tert-butyl-oxazoline FN1C(OC=C1OC)C(C)(C)C